1-(5-(Aminomethyl)-6-fluoropyridin-3-yl)dihydropyrimidine-2,4(1H,3H)-dione NCC=1C=C(C=NC1F)N1C(NC(CC1)=O)=O